N1=CC(=C2N1C=CC=N2)N2N=C(C=1C=NC=CC12)N (pyrazolo[1,5-a]pyrimidin-3-yl)-1H-pyrazolo[4,3-c]pyridin-3-amine